FC=1C=C(CO)C=CC1Cl 3-fluoro-4-chlorobenzyl alcohol